ClC=1C(=CC2=C(C=3N([C@@H](CO2)CC(C)C)C=C(C(C3)=O)C(=O)O)C1)OC (R)-2-Chloro-7-isobutyl-3-methoxy-11-oxo-6,7-dihydro-11H-benzo[f]pyrido[1,2-d][1,4]oxazepine-10-carboxylic acid